1-butyl-3,3-diethyl-1-propylguanidine C(CCC)N(C(=N)N(CC)CC)CCC